ClC1=NC=C2N(C(N(C2=N1)CC1CCOCC1)=O)C 2-chloro-7-methyl-9-(tetrahydro-2H-pyran-4-ylmethyl)-7,9-dihydro-8H-purin-8-one